N1=C(C=CC=C1)[C@H](C)NC(=O)C1=CC2=CC=CC(=C2C=C1)C1=CCC(CC1)C(F)(F)F N-((S)-1-(pyridin-2-yl)ethyl)-5-(4-(trifluoromethyl)cyclohex-1-en-1-yl)-2-naphthamide